Thiophene-3-yl-methanol S1C=C(C=C1)CO